methyl (S)-4-amino-2-methylbutanoate NCC[C@@H](C(=O)OC)C